BrC1=CC(=C2C(NC(C2=C1)=O)C1=C(C=CC(=C1)F)Cl)C1=C(C(=O)N)C=C(C=C1F)C(F)(F)F [6-bromo-3-(2-chloro-5-fluorophenyl)-1-oxo-2,3-dihydro-1H-isoindol-4-yl]-3-fluoro-5-(trifluoromethyl)benzamide